tert-Butyl (3R)-3-[(1S)-2-tert-butoxy-1-[[3-(hydroxymethyl)-5-methyl-phenyl]methyl]-2-oxo-ethyl]pyrrolidine-1-carboxylate C(C)(C)(C)OC([C@@H](CC1=CC(=CC(=C1)C)CO)[C@@H]1CN(CC1)C(=O)OC(C)(C)C)=O